FC=1C=C(C=C2CCNC(C12)C)C(F)(F)F 8-fluoro-1-methyl-6-(trifluoromethyl)-1,2,3,4-tetrahydroisoquinoline